tert-butyl 4-((4-((5-cyclopropyl-1H-pyrazol-3-yl)amino)quinazolin-2-yl)amino)benzoate C1(CC1)C1=CC(=NN1)NC1=NC(=NC2=CC=CC=C12)NC1=CC=C(C(=O)OC(C)(C)C)C=C1